COC1=CC=C(C=C1)/C(=C\C1=CC=C(C=C1)OC)/C1=C(C=CC(=C1)C#N)C1=C(C=CC=C1)P(C1=CC=CC=C1)C1=CC=CC=C1 (E)-2-(1,2-bis(4-methoxyphenyl)vinyl)-2'-(diphenylphosphino)-[1,1'-biphenyl]-4-carbonitrile